C(C1=CC=CC=C1)OC=1C=C(C=C(C1)F)OB(O)O (3-(benzyloxy)-5-fluorophenyl)boric acid